2-((2-((3r,4r)-3-amino-4-fluoro-1-piperidinyl)-5,6-difluoro-1H-benzoimidazol-1-yl)methyl)-4-chlorobenzonitrile N[C@@H]1CN(CC[C@H]1F)C1=NC2=C(N1CC1=C(C#N)C=CC(=C1)Cl)C=C(C(=C2)F)F